C(#N)[C@H]1N(CSC1)C(CNC(=O)C1=CC=NC2=CC=C(C=C12)N1CC(C1)C1=CC=C(C=C1)F)=O (R)-N-(2-(4-Cyanothiazolidin-3-yl)-2-oxoethyl)-6-(3-(4-fluorophenyl)-azaCyclobutan-1-yl)quinoline-4-carboxamide